The molecule is a 1,4-benzoquinone having a methoxy substituent at the 2-position and a pentyl substituent at the 6-position. It has a role as a hapten, a metabolite, an antimicrobial agent, an antifeedant and an allergen. CCCCCC1=CC(=O)C=C(C1=O)OC